N-(2,6-difluorophenyl)-6-(7,8-dimethyl-[1,2,4]triazolo[4,3-b]pyridazin-6-yl)-7,8-dihydro-5H-1,6-naphthyridin-3-amine FC1=C(C(=CC=C1)F)NC=1C=NC=2CCN(CC2C1)C=1C(=C(C=2N(N1)C=NN2)C)C